C(C)(=O)C1=CC(=C(C=C1)NC1=NC(=C2NC(N(C2=N1)C(C)C)=O)N)F 2-[(4-acetyl-2-fluorophenyl)amino]-6-amino-9-(propan-2-yl)-7,9-dihydro-8H-purin-8-one